CN(CCCCCNC(C=C)=O)C N-[5-(dimethylamino)pentyl]acrylamide